4-methyl-3-{6-[(2R)-2-methylmorpholin-4-yl]-4-(trifluoromethyl)pyridin-2-yl}-1-{[1-(propan-2-yl)-1H-pyrazol-4-yl]methyl}-1,3-dihydro-2H-imidazol-2-one CC=1N(C(N(C1)CC=1C=NN(C1)C(C)C)=O)C1=NC(=CC(=C1)C(F)(F)F)N1C[C@H](OCC1)C